3-Methoxy-6-[2-(pyridin-3-yl)-1,3-benzoxazol-5-yl]5H,6H,7H-pyrrolo[3,4-b]pyridin-7-one COC=1C=C2C(=NC1)C(N(C2)C=2C=CC1=C(N=C(O1)C=1C=NC=CC1)C2)=O